C(CCC)[Si](OCC1OC1)(C)C butyl(dimethyl)(oxiran-2-ylmethoxy)silane